amino-p-fluorophenylacetic acid NC(C(=O)O)C1=CC=C(C=C1)F